C(C)(C)(C)OC(=O)N1C2(CC2)C[C@@H](CC1)C1=CC2=NC=C(C=C2S1)C=1C=C(C=2N(N1)C=C(N2)C)OC(F)F (7R)-7-[6-[8-(Difluoromethoxy)-2-methyl-imidazo[1,2-b]pyridazin-6-yl]thieno[3,2-b]pyridin-2-yl]-4-azaspiro[2.5]octane-4-carboxylic acid tert-butyl ester